Cl.Cl.FC1=CC=C(CN2N=NC(=C2)C2CCNCC2)C=C1 4-(1-(4-fluorobenzyl)-1H-1,2,3-triazol-4-yl)piperidine dihydrochloride